3-bromo-6-((1R,2S)-1'-(tert-butoxycarbonyl)-5'-methoxy-2'-oxospiro[cyclopropane-1,3'-indoline]-2-yl)-1H-indazole-1-carboxylic acid tert-butyl ester C(C)(C)(C)OC(=O)N1N=C(C2=CC=C(C=C12)[C@@H]1C[C@@]12C(N(C1=CC=C(C=C21)OC)C(=O)OC(C)(C)C)=O)Br